C12C(CC(CC1)OC(C(=C)C)=O)O2 4-epoxy-cyclohexyl-Methacrylate